(R)-3-(5-((4-methoxypiperidin-1-yl)methyl)-2-vinylpyridin-4-yl)-10-methyl-9,10,11,12-tetrahydro-8H-[1,4]diazepino[5',6':4,5]thieno[3,2-f]quinolin-8-one COC1CCN(CC1)CC=1C(=CC(=NC1)C=C)C1=NC=2C=CC3=C(C2C=C1)C1=C(S3)C(N[C@@H](CN1)C)=O